NC=1N=C(SC1C(=O)C1=CC(=NO1)C(=O)N1CCC1)N(C1=CC=C(C=C1)F)C(C(=O)N)C (N-[4-Amino-5-[3-(azetidin-1-carbonyl)isoxazol-5-carbonyl]thiazol-2-yl]-4-fluoroanilino)propanamid